FC1=CC(=CC2=C1N=CN2)C(=O)[O-] 7-fluoro-benzimidazole-5-carboxylate